C1(=CC=C(C=C1)C=1OC(=CN1)CNN1C(C2=CC=CC=C2C1=O)=O)C (((2-(Para-tolyl)oxazole-5-yl)methyl)amino)isoindoline-1,3-dione